CS(=O)(C)=NC=1C=CC(=NC1)N1N=CN=C1[C@H](C)NC(C1=CC(=CC(=C1)C(F)(F)F)C(F)(F)F)=O (S)-N-(1-(1-(5-((dimethyl(oxo)-λ6-sulfaneylidene)amino)pyridin-2-yl)-1H-1,2,4-triazol-5-yl)ethyl)-3,5-bis(trifluoromethyl)benzamide